BrC1=C(OC=2C=CC3=C(C4=C(O3)C=C(C=C4)N(C4=CC=CC=C4)C4=CC=CC=C4)C2)C=CC=C1N(C1=CC=CC=C1)C1=CC=CC=C1 8-(2-Bromo-3-(diphenylamino)phenoxy)-N,N-diphenyldibenzo[b,d]furan-3-amine